(N-[4-Amino-5-[3-(4,4-difluorocyclohexoxy)isoxazole-5-carbonyl]thiazol-2-yl]-4-fluoro-anilino)propanamide NC=1N=C(SC1C(=O)C1=CC(=NO1)OC1CCC(CC1)(F)F)N(C1=CC=C(C=C1)F)C(C(=O)N)C